COC(=O)C1=NC(=CC(=C1NC(C)=O)Br)Cl 4-bromo-6-chloro-3-acetamidopyridine-2-carboxylic acid methyl ester